hexa-(4-(4-hydroxyphenyl-isopropyl)-phenyl)-terephthalate OC1=CC=C(C=C1)C(C)(C)C1=CC=C(C=C1)C1(C(C(C(C(=O)[O-])(C=C1)C1=CC=C(C=C1)C(C)(C)C1=CC=C(C=C1)O)(C1=CC=C(C=C1)C(C)(C)C1=CC=C(C=C1)O)C1=CC=C(C=C1)C(C)(C)C1=CC=C(C=C1)O)(C1=CC=C(C=C1)C(C)(C)C1=CC=C(C=C1)O)C1=CC=C(C=C1)C(C)(C)C1=CC=C(C=C1)O)C(=O)[O-]